ClC1=CC=C2C(=CNC2=C1C1=NC=CN=C1F)S(=O)(=O)NC1=NC(=C(C(=N1)OC)OC(F)F)OC 6-chloro-N-[5-(difluoromethoxy)-4,6-dimethoxy-pyrimidin-2-yl]-7-(3-fluoropyrazin-2-yl)-1H-indole-3-sulfonamide